BrC1=CC(=C(C=C1)CC(=O)N)OCC (4-bromo-2-ethoxyphenyl)acetamide